CN1N=C2C(=CC(=CC2=C1)C1=CC2=C(N=C(S2)C=2CCNCC2)C=C1)C 6-(2,7-dimethyl-2H-indazol-5-yl)-2-(1,2,3,6-tetrahydropyridin-4-yl)-1,3-benzothiazole